NCCOC1CCN(CC1)C(=O)OC(C)(C)C tert-butyl 4-(2-aminoethoxy)piperidine-1-carboxylate